(S)-2-((fluorenylmethoxycarbonyl)amino)-3-(4-(4-(2-ethoxyethyl)-2-oxopiperazin-1-yl)phenyl)propanoic acid C1(=CC=CC=2C3=CC=CC=C3CC12)COC(=O)N[C@H](C(=O)O)CC1=CC=C(C=C1)N1C(CN(CC1)CCOCC)=O